methyl 3-(benzyloxy)-1-benzofuran-2-carboxylate C(C1=CC=CC=C1)OC1=C(OC2=C1C=CC=C2)C(=O)OC